2-(4-(2,6-dimethoxy-4-(1-(4-methoxybenzyl)-6-methyl-7-oxo-6,7-dihydro-1H-pyrazolo[3,4-C]pyridin-4-yl)benzyl)phenyl)acetaldehyde COC1=C(CC2=CC=C(C=C2)CC=O)C(=CC(=C1)C=1C2=C(C(N(C1)C)=O)N(N=C2)CC2=CC=C(C=C2)OC)OC